(R)-tert-Butyl ((5-(1H-imidazol-2-yl)isochroman-1-yl)methyl)carbamate N1C(=NC=C1)C1=C2CCO[C@H](C2=CC=C1)CNC(OC(C)(C)C)=O